C(C)(C)(C)[S@@](=O)N (R)-tertiary butyl-sulfinamide